FC(C1=NC(=NO1)C1=CC=2CN(CCC2S1)C(CC)=O)(F)F 1-(2-(5-(trifluoromethyl)-1,2,4-oxadiazol-3-yl)-6,7-dihydrothieno[3,2-c]pyridin-5(4H)-yl)propan-1-one